(3S)-7-((S)-4-acryloyl-2-methylpiperazin-1-yl)-10-(5-chloro-2,4-difluorophenyl)-3-((methoxymethoxy)methyl)-9-(trifluoromethyl)-2H-[1,4]thiazino[2,3,4-ij]quinazolin-5(3H)-one C(C=C)(=O)N1C[C@@H](N(CC1)C1=NC(N2C3=C(C(=C(C=C13)C(F)(F)F)C1=C(C=C(C(=C1)Cl)F)F)SC[C@@H]2COCOC)=O)C